2-(2-chlorophenyl)-N-[4-(2-methoxy-1,3-thiazol-5-yl)-3-sulfamoylphenyl]acetamide ClC1=C(C=CC=C1)CC(=O)NC1=CC(=C(C=C1)C1=CN=C(S1)OC)S(N)(=O)=O